CC=1C=C2C(=CC=NC2=CC1C)OC1=CC(=C(C=C1)C(C(=O)NC1=CC(=CC=C1)C1=CN=CO1)=O)F 2-(4-((6,7-dimethylquinolin-4-yl)oxy)-2-fluorophenyl)-N-(3-(oxazol-5-yl)phenyl)-2-oxoacetamide